3-(3,4-Dihydroxyphenyl)-1-(2-hydroxy-4-methoxyphenyl)prop-2-en-1-one OC=1C=C(C=CC1O)C=CC(=O)C1=C(C=C(C=C1)OC)O